ClC=1C=CC(=C(C1)C=1N=C2N(C=CC=C2)C1C=1C=C2C=C(C=NC2=CC1)NCCN1CCN(CC1)C(C)C)F 6-[2-(5-chloro-2-fluoro-phenyl)imidazo[1,2-a]pyridin-3-yl]-N-[2-(4-isopropylpiperazin-1-yl)ethyl]quinolin-3-amine